4-amino-5,5-dimethyl-2-[7-(2,3,6-trifluorobenzyl)imidazo[1,5-b]pyridazin-5-yl]-5,7-dihydro-6H-pyrrolo[2,3-d]pyrimidin-6-one NC=1C2=C(N=C(N1)C=1N=C(N3N=CC=CC31)CC3=C(C(=CC=C3F)F)F)NC(C2(C)C)=O